CC1(CCC(CC1)C(C(NC1=CC=C2C(=C1)NC(C21CCOCC1)=O)=O)NC(=O)C=1N(N=CC1)C)C N-{1-(4,4-Dimethylcyclohexyl)-2-oxo-2-[(2-oxospiro[1H-indole-3,4'-oxane]-6-yl)amino]-ethyl}-2-methylpyrazole-3-carboxamide